heptadecan-1-yl tricosanoate C(CCCCCCCCCCCCCCCCCCCCCC)(=O)OCCCCCCCCCCCCCCCCC